CO[C@H]1CN(CC1)C1CCC(CC1)NC1=NC2=CC=C(C=C2C=N1)B1OC(C(O1)(C)C)(C)C N-((1R,4r)-4-((R)-3-methoxypyrrolidin-1-yl)cyclohexyl)-6-(4,4,5,5-tetramethyl-1,3,2-dioxaborolan-2-yl)quinazolin-2-amine